((2R,3R,4S,5R)-3-(benzoyloxy)-5-(5-bromo-4-chloro-7H-pyrrolo[2,3-d]pyrimidin-7-yl)-4-fluorotetrahydrofuran-2-yl) methylbenzoate CC1=C(C(=O)O[C@H]2O[C@H]([C@H]([C@@H]2OC(C2=CC=CC=C2)=O)F)N2C=C(C3=C2N=CN=C3Cl)Br)C=CC=C1